ClC1=NC(=NC(=C1C(=O)N/N=C/C1=CC(=CC=C1)C(F)(F)F)O)C1=NC=CC=C1 (E)-4-chloro-6-hydroxy-2-(pyridin-2-yl)-N'-(3-(trifluoromethyl)benzylidene)pyrimidine-5-carbohydrazide